N1C(CCC1)(P(O)(=O)O)P(O)(=O)O azacyclopentane-2,2-bisphosphonic acid